Methyl 5-(3-((4-(((3-chlorophenyl)sulfonyl)methyl)phenyl)carbamoyl)phenyl)-2-methylnicotinate ClC=1C=C(C=CC1)S(=O)(=O)CC1=CC=C(C=C1)NC(=O)C=1C=C(C=CC1)C=1C=NC(=C(C(=O)OC)C1)C